FC(C=1C(=C(C=CC1)[C@@H](C)NC1=C2C(=NC(=N1)C)NC(N(C2)C=2C=NN(C2)C)=O)F)F (R)-5-((1-(3-(difluoromethyl)-2-fluorophenyl)ethyl)amino)-7-methyl-3-(1-methyl-1H-pyrazol-4-yl)-3,4-dihydropyrimido[4,5-d]pyrimidin-2(1H)-one